5-(3-((1-(3,6-dimethyl-2-morpholino-4-oxo-4H-chromen-8-yl)ethyl)amino)-6-fluoropyridin-2-yl)-2-(4,4,5,5-tetramethyl-1,3,2-dioxaborolan-2-yl)benzaldehyde CC1=C(OC2=C(C=C(C=C2C1=O)C)C(C)NC=1C(=NC(=CC1)F)C=1C=CC(=C(C=O)C1)B1OC(C(O1)(C)C)(C)C)N1CCOCC1